PIPERAZINO-ISOCYANO-ACETAMIDE N1(CCNCC1)C(C(=O)N)[N+]#[C-]